C[C@]12[C@H]3CC[C@@]4([C@H](CC[C@H]4[C@@H]3CC[C@H]2CCCC1)OCCCCCCOC1OCCCC1)C 2-(6-((5R,8R,9S,10S,13S,14S,17S)-10,13-dimethylhexadecahydro-1H-cyclopenta[a]phenanthren-17-yloxy)hexyloxy)tetrahydro-2H-pyran